OC1CN(C1)C1=C(C#N)C=CC=C1 2-(3-hydroxyazetidin-1-yl)benzonitrile